CC1=CC=C(C=C1)S(=O)(=O)OCCOCCOCCOS(=O)(=O)C1=CC=C(C)C=C1 triethylene glycol di-(p-toluenesulfonate)